methyl-1H-indol-6-amine CN1C=CC2=CC=C(C=C12)N